C1(=CC=CC=C1)C1=NN2C(CN(CC2)C(C=C)=O)=C1C1=CC=NC=C1 1-[2-phenyl-3-(pyridin-4-yl)-6,7-dihydropyrazolo[1,5-a]pyrazin-5(4H)-yl]prop-2-en-1-one